NCCC1(C=C2N=CN=C(C2=NC1)N[C@H]1CCCC2=CC=CC=C12)N 7-(2-Aminoethyl)-N4-[(1S)-tetralin-1-yl]pyrido[3,2-d]pyrimidine-4,7-diamine